4-(2-aminoethyl)-1,2-benzenediol Hydrochloride Cl.NCCC=1C=C(C(=CC1)O)O